N-[5-(1H-benzimidazol-2-yl)-1H-pyrazol-3-yl]-4-[4-(2-methoxyethyl)-piperazin-1-yl]benzamide N1C(=NC2=C1C=CC=C2)C2=CC(=NN2)NC(C2=CC=C(C=C2)N2CCN(CC2)CCOC)=O